[C@@]12(C(=O)CC(CC1)C2(C)C)CS(=O)(=O)O (1R)-(-)-camphorsulfonic acid